C=CCCCCCCC Non-EN